C(C)OC=1C(=CNC(C1)=O)C1=CC(=C(C=C1)CC(=O)NC=1C=C(C(=O)NCCOC)C=C(C1)C(F)(F)F)F 3-[[2-[4-(4-ethoxy-6-oxo-1H-pyridin-3-yl)-2-fluorophenyl]acetyl]amino]-N-(2-methoxyethyl)-5-(trifluoromethyl)benzamide